S(=O)(=O)(O)C1=CC=C(C=C1)SCCCCCCCCCCCC(=O)NC(C(=O)O)CC 2-(12-((4-sulfophenyl)thio)dodecanamido)butanoic acid